C(CC)N1CCC1 N-PROPYL-AZETIDINE